CO[Si]1(N(CCC1)CCNC(=O)NCCC[Si](OC)(OC)OC)OC 2,2-dimethoxy-N-(3-trimethoxysilylpropylureidoethyl)-1-aza-2-silacyclopentane